CC=1C(=CC=NC1)N1C(C=CC=C1C)=O 5',6-dimethyl-2-oxo-2H-[1,4'-bipyridin]